chloro-acetyl-γ-butyrolactone ClC1(C(=O)OCC1)C(C)=O